4-(4-fluoro-2-(2-(1,3,5-trimethyl-1H-pyrazol-4-yl)ethoxy)phenyl)-6-(piperazin-1-yl)pyrimidine FC1=CC(=C(C=C1)C1=NC=NC(=C1)N1CCNCC1)OCCC=1C(=NN(C1C)C)C